N[C@@H](CC1=CNC=N1)C(=O)O (S)-histidine